C(C)(=O)OC1=C2[C@H]3[C@H](C(OC2=CC(=C1)C(C)(CCCCCC)C)(C)C)CC=C(C3)B3OC(C(O3)(C)C)(C)C (6aR,10aR)-6,6-dimethyl-3-(2-methyloctan-2-yl)-9-(4,4,5,5-tetramethyl-1,3,2-dioxaborolan-2-yl)-6a,7,10,10a-tetrahydro-6H-benzo[c]chromen-1-yl acetate